1-(4-(3-hydroxyoxetan-3-yl)benzoyl)-N-(4-(trifluoromethyl)phenyl)piperidine-4-carboxamide OC1(COC1)C1=CC=C(C(=O)N2CCC(CC2)C(=O)NC2=CC=C(C=C2)C(F)(F)F)C=C1